(2-((R)-9-(pyridin-2-yl)-6-oxaspiro[4.5]decan-9-yl)ethyl)-2,3,6,7-tetrahydro-1H,5H-pyrido[3,2,1-ij]quinolin-1-amine N1=C(C=CC=C1)[C@@]1(CCOC2(CCCC2)C1)CCC1(CCN2C3=C(C=CC=C13)CCC2)N